4-(5-chlorofuran-2-yl)-1-(2,4-difluorophenyl)-3-(4-fluorophenyl)-5-methyl-4,5-dihydro-1H-pyrazole-5-carboxylic acid methyl ester COC(=O)C1(C(C(=NN1C1=C(C=C(C=C1)F)F)C1=CC=C(C=C1)F)C=1OC(=CC1)Cl)C